ClC1=NC=CC(=C1)C1=C(C=NC(=C1)C)C(=O)NC=1SC(=NN1)OC 2'-chloro-N-(5-methoxy-1,3,4-thiadiazol-2-yl)-6-methyl-(4,4'-bipyridine)-3-carboxamide